9-((1s,4s)-4-(aminomethyl)cyclohexyl)-N8-(3-chloro-2-fluorophenyl)-N2-(tetrahydro-2H-pyran-4-yl)-9H-purine-2,8-diamine NCC1CCC(CC1)N1C2=NC(=NC=C2N=C1NC1=C(C(=CC=C1)Cl)F)NC1CCOCC1